FC1=C(C=C(C=C1F)F)C1=CC=2C(=NC=CC2C=2C=C3C(=NNC3=CC2)N)N1 5-(2-(2,3,5-trifluorophenyl)-1H-pyrrolo[2,3-b]pyridin-4-yl)-1H-indazol-3-amine